1-[[2-(2-fluorophenyl)pyrrolo[2,3-c]pyridin-6-yl]methyl]benzotriazole FC1=C(C=CC=C1)C=1C=C2C(=CN(C=C2)CN2N=NC3=C2C=CC=C3)N1